tert-butyl (1R,4R)-5-[4-[3-chloro-4-(difluoromethoxy)anilino]pyrido[3,2-d]pyrimidin-6-yl]-2,5-diazabicyclo[2.2.2]octane-2-carboxylate ClC=1C=C(NC=2C3=C(N=CN2)C=CC(=N3)N3[C@H]2CN([C@@H](C3)CC2)C(=O)OC(C)(C)C)C=CC1OC(F)F